5-methyl-7-(2-fluoro-4-nitrophenoxy)pyrazolo[1,5-a]pyrimidine CC1=NC=2N(C(=C1)OC1=C(C=C(C=C1)[N+](=O)[O-])F)N=CC2